NC1=C(C(=C(C=2OCCOC21)F)C2=C(C(=CC1=C2[C@@H]([C@@](O1)([C@H]1NCCC1)C1=CC=CC=C1)C)F)Cl)C(=O)N (S)-5-Amino-7-((2S,3S)-5-chloro-6-fluoro-3-methyl-2-phenyl-2-((S)-pyrrolidin-2-yl)-2,3-dihydrobenzofuran-4-yl)-8-fluoro-2,3-dihydrobenzo[b][1,4]dioxine-6-carboxamide